12-bromo-4,6,8,10-tetramethyltridecyldecoxymethyl ether BrC(CC(CC(CC(CC(CCCC(OCCCCCCCCCC)OC(CCCC(CC(CC(CC(CC(C)Br)C)C)C)C)OCCCCCCCCCC)C)C)C)C)C